CC=1SC(=CN1)C=1N=C(C=2N(C1)N=CC2)O[C@H]2CCN(CCC2)C(C=C)=O (R)-1-(4-((6-(2-methylthiazol-5-yl)pyrazolo[1,5-a]pyrazin-4-yl)oxy)azepan-1-yl)prop-2-en-1-one